ClC1=CC(=C(C(=C1)C)C1=CC=C(N=N1)N1C[C@@H](OCC1)CNC(C)=O)O N-[[(2S)-4-[6-(4-chloro-2-hydroxy-6-methylphenyl)pyridazin-3-yl]morpholin-2-yl]methyl]acetamide